ClC(C)C1=C(C=C2C(=N1)OCC2)F 6-(1-chloroethyl)-5-fluoro-2,3-dihydrofuro[2,3-b]Pyridine